3-acetyl-5-methyl-7-hydroxy-8-(4-methylpiperidinyl)methylcoumarin tert-butyl-1-(3-fluoro-2-methoxy-4-methylphenyl)cyclopropane-1-carboxylate C(C)(C)(C)OC(=O)C1(CC1)C1=C(C(=C(C=C1)C)F)OC.C(C)(=O)C=1C(OC2=C(C(=CC(=C2C1)C)O)CN1CCC(CC1)C)=O